1-bromo-4-(2-(2-methoxyethoxy)propan-2-yl)benzene BrC1=CC=C(C=C1)C(C)(C)OCCOC